spiro[benzo[d][1,3]dioxole-2,1'-cyclopropane] C12(CC1)OC1=C(O2)C=CC=C1